N-(2-carbamoyl-4-cyano-6-methyl-phenyl)-2-cyclopropyl-5-[[5-[4-(trifluoromethyl)phenyl]tetrazol-2-yl]methyl]pyrazole-3-carboxamide C(N)(=O)C1=C(C(=CC(=C1)C#N)C)NC(=O)C=1N(N=C(C1)CN1N=C(N=N1)C1=CC=C(C=C1)C(F)(F)F)C1CC1